FC=1C(=C(C(=C(C1)C1=CC=CC=C1)N)N)F difluorobiphenyl-diamine